OCC1=CC=C(C=C1)NC([C@@H](NC([C@@H](NC(COCCOCCOCCNC(OCC1C2=CC=CC=C2C=2C=CC=CC12)=O)=O)C(C)C)=O)C)=O (9H-fluoren-9-yl)methyl ((2S,5S)-1-((4-(hydroxymethyl)phenyl)amino)-5-isopropyl-2-methyl-1,4,7-trioxo-9,12,15-trioxa-3,6-diazaheptadecan-17-yl)carbamate